O=C1CC2(CN3C=CC(=C13)CC(=O)O)CC2 2-(8'-oxo-7',8'-dihydro-5'H-spiro[cyclopropane-1,6'-indolizine]-1'-yl)acetic acid